C(C)OC(=O)C1=NC=2N(C(=C1C)Cl)N=C(C2C#N)SC 7-chloro-3-cyano-6-methyl-2-(methylthio)pyrazolo[1,5-a]Pyrimidine-5-carboxylic acid ethyl ester